copper(I) trifluoromethansulfonate FC(S(=O)(=O)[O-])(F)F.[Cu+]